N,N-dimethyl-3-[3-(4,4,5,5-tetramethyl-1,3,2-dioxaborolan-2-yl)phenyl]propan-1-amine CN(CCCC1=CC(=CC=C1)B1OC(C(O1)(C)C)(C)C)C